C1(CCCCC1)C[C@@H]1C(O[C@@H](C1)C)=O cis-3-cyclohexylmethyl-5-methyl-dihydro-furan-2-one